C(C)(C)C1=C(C=CC=C1)C1=NC=C2NC(N(C2=N1)CC1=CC=C(C=C1)C=1N(C=C(N1)CC(=O)N)C)=O (2-(4-((2-(2-isopropylphenyl)-8-oxo-7,8-dihydro-9H-purin-9-yl)methyl)phenyl)-1-methyl-1H-imidazol-4-yl)acetamide